BrC1=CC=C(C=C1)N1N=C(C(=C1)[C@H]1O[C@@H](C(N1CCC1=CC=C(C=C1)OCC)=O)C)C1=CC=C(C=C1)F (2R,5R)-2-(1-(4-bromophenyl)-3-(4-fluorophenyl)-1H-pyrazol-4-yl)-3-(4-ethoxyphenethyl)-5-methyl-oxazolidin-4-one